6-fluoroisoxazolo[4,5-c]quinolin-4(5H)-one FC1=CC=CC=2C3=C(C(NC12)=O)C=NO3